O[C@@H]1[C@H](CCCC1)NC(C1=NC(=CC(=C1)CC1=CC=C(C=C1)C=1N=C(OC1)C)N1N=CC=C1)=O N-((1S,2S)-2-hydroxycyclohexyl)-4-(4-(2-methyloxazol-4-yl)benzyl)-6-(1H-pyrazol-1-yl)picolinamide